CC(C=O)CC1=C(C=CC=C1)C(C)C 2-methyl-3-(isopropylphenyl)propionaldehyde